ClC1=C(C(=NN1C)O)C(=O)O 5-chloro-3-hydroxy-1-methyl-1H-pyrazole-4-carboxylic acid